CN1C(C(=CC=C1)O)=O 1-Methyl-3-hydroxypyridin-2-one